2,6-dichloro-4-methylnicotinate ClC1=C(C(=O)[O-])C(=CC(=N1)Cl)C